methyl 2-(6-chloroisoquinolin-3-yl)acetate ClC=1C=C2C=C(N=CC2=CC1)CC(=O)OC